C(C)(C)(C)OC(NC=1C=NC(=C(C1)Cl)N1N=CC(=N1)C(C)O)=O (5-chloro-6-(4-(1-hydroxyethyl)-2H-1,2,3-triazol-2-yl)pyridin-3-yl)carbamic acid tert-butyl ester